C(#C)C1(CCC(CC1)N1N=C2C=C(C(=CC2=C1)NC(=O)C1=[N+](C(=CC=C1)C)[O-])OC)O 2-((2-((1r,4r)-4-ethynyl-4-hydroxycyclohexyl)-6-methoxy-2H-indazol-5-yl)carbamoyl)-6-methylpyridine 1-oxide